(R)-1-(3-(2-(3-(1H-pyrazol-4-yl)benzoylamino)-1-phenyl-1H-imidazol-4-yl)propionyl)pyrrolidine-3-carboxylic acid N1N=CC(=C1)C=1C=C(C(=O)NC=2N(C=C(N2)CCC(=O)N2C[C@@H](CC2)C(=O)O)C2=CC=CC=C2)C=CC1